tert-butyl (S)-3-((3-cyanoquinolin-5-yl)amino)pyrrolidine-1-carboxylate C(#N)C=1C=NC2=CC=CC(=C2C1)N[C@@H]1CN(CC1)C(=O)OC(C)(C)C